C(C1=CC=CC=C1)N1CC=CC1 1-benzyl-2,5-dihydropyrrole